2-[6-(3-fluoro-5-methanesulfonyl-benzyl)-2-azaspiro[3.3]heptane-2-carbonyl]-2,5-diazaspiro[3.4]octan-6-one FC=1C=C(CC2CC3(CN(C3)C(=O)N3CC4(C3)NC(CC4)=O)C2)C=C(C1)S(=O)(=O)C